NCC[C@H](C)OC1=C(C=C(C=C1)F)[C@@H]1N(C[C@H](C1)F)C1=NC=2N(C=C1)N=CC2C(=O)O 5-((2R,4S)-2-(2-(((S)-4-aminobutan-2-yl)oxy)-5-fluorophenyl)-4-fluoropyrrolidin-1-yl)pyrazolo[1,5-a]pyrimidine-3-carboxylic acid